dimethyl-4,4'-azobis(4-cyanovaleric acid) CC(C(=O)O)(CC(C)(C#N)N=NC(CCC(=O)O)(C)C#N)C